FC=1C=C(OCC2[C@H]3CNC[C@@H]23)C=C(C1)F (1R,5S,6S)-6-(3,5-difluorophenoxymethyl)-3-azabicyclo[3.1.0]hexane